2-chloro-6-(dimethylamino)pyridine-4-carbonitrile ClC1=NC(=CC(=C1)C#N)N(C)C